FC1CN(C(C=2C=CC=NC12)C)C(=O)OC(C)(C)C tert-butyl 8-fluoro-5-methyl-7,8-dihydro-1,6-naphthyridine-6(5H)-carboxylate